2-hydroxy-benzoic anilide OC1=C(C(=O)NC2=CC=CC=C2)C=CC=C1